tert-Butyl (3-((4-(2-(3,5-dichloro-4-(2-chloroethoxy)phenyl)propan-2-yl)phenyl)amino)-2-oxopropyl)(methylsulfonyl)carbamate ClC=1C=C(C=C(C1OCCCl)Cl)C(C)(C)C1=CC=C(C=C1)NCC(CN(C(OC(C)(C)C)=O)S(=O)(=O)C)=O